BrC=1C=C(CN2CCC3(CC2)COC2=C4CN(C(C4=CC=C23)=O)C2C(NC(CC2)=O)=O)C=CC1 3-(1'-(3-bromobenzyl)-6-oxo-6,8-dihydro-2H,7H-spiro[furo[2,3-e]isoindole-3,4'-piperidin]-7-yl)piperidine-2,6-dione